[O-2].[Zn+2].[Pd+2].[O-2] palladium-zinc oxide